isobutyl 3-(1-((1-(2-((4-(sec-butyl)phenyl)sulfonamido)ethyl)piperidin-4-yl)methyl)-1H-1,2,3-triazol-4-yl)-5-fluoro-1H-indole-2-carboxylate C(C)(CC)C1=CC=C(C=C1)S(=O)(=O)NCCN1CCC(CC1)CN1N=NC(=C1)C1=C(NC2=CC=C(C=C12)F)C(=O)OCC(C)C